1-phenylpyrrolidin-2-one C1(=CC=CC=C1)N1C(CCC1)=O